tert-butyl ((R)-1-(benzyloxy)-3-hydroxypropan-2-yl)(2-(2-bromo-6-chloropyridin-4-yl)-2-hydroxyethyl)-carbamate C(C1=CC=CC=C1)OC[C@@H](CO)N(C(OC(C)(C)C)=O)CC(O)C1=CC(=NC(=C1)Cl)Br